2-ethylamino-6-(N-methyl-p-toluidinyl)fluorene C(C)NC1=CC=2CC3=CC=C(C=C3C2C=C1)N(C1=CC=C(C=C1)C)C